methyl-4-(trifluoromethyl)pyrimidine Nickel(II) sulfat S(=O)(=O)([O-])[O-].[Ni+2].CC1=NC=CC(=N1)C(F)(F)F